CN1N=C(C(=C1)C1=CC=C2CN(C(C2=C1)=O)C=1N=NC(=CC1)OC1C[C@]2(CC[C@@](C1)(N2)C)C)C 6-(1,3-dimethyl-1H-pyrazol-4-yl)-2-(6-(((1R,3s,5S)-1,5-dimethyl-8-azabicyclo[3.2.1]octan-3-yl)oxy)pyridazin-3-yl)isoindolin-1-one